4-(2-pyridyl)cyclohexanone N1=C(C=CC=C1)C1CCC(CC1)=O